ClC1=C(C2=C(NC(O[C@@]23CN(CCC3)C(=O)C=3C=NN(C3)CC=3C=CC2=C(OCCN2C)C3)=O)C=C1)F (R)-6-Chloro-5-fluoro-1'-(1-((4-methyl-3,4-dihydro-2H-benzo[b][1,4]oxazin-7-yl)methyl)-1H-pyrazole-4-carbonyl)spiro[benzo[d][1,3]oxazine-4,3'-piperidin]-2(1H)-one